(S)-3-(2,2,2-trifluoroethyl)-N-((R)-1-(naphthalen-1-yl)ethyl)pyrrolidone FC(C[C@H]1C(N(CC1)[C@H](C)C1=CC=CC2=CC=CC=C12)=O)(F)F